FC(CNC1=C(C#N)C=C(C=C1)C1=NC(=NO1)C=1C=C2CCC(NC2=CC1)=O)(C)F 2-[(2,2-difluoropropyl)amino]-5-[3-(2-oxo-1,2,3,4-tetrahydroquinolin-6-yl)-1,2,4-oxadiazol-5-yl]benzonitrile